N(=[N+]=[N-])CCCCC[C@H](C(C)(C)C1=CC(=C(C(=C1)OC)[C@H]1C=C([C@@H]2C([C@H]1C2)(C)C)CN2C(C1=CC=CC=C1C2=O)=O)OC)C2=CC=CC=C2 2-(((1S,4S,5S)-4-(4-((S)-8-azido-2-methyl-3-phenyloctan-2-yl)-2,6-dimethoxyphenyl)-6,6-dimethylbicyclo[3.1.1]hept-2-en-2-yl)methyl)isoindoline-1,3-dione